N-(4-((3-(2-aminophenoxy)-2-chloropyridin-4-yl)oxy)-3-fluorophenyl)acetamide NC1=C(OC=2C(=NC=CC2OC2=C(C=C(C=C2)NC(C)=O)F)Cl)C=CC=C1